C(=O)(O)CN([C@@H](CS(=O)(=O)O)C(=O)O)CC(=O)O N,N-bis(carboxymethyl)-3-sulfo-L-alanine